C(C1=CC=CC=C1)O[C@@H](CO)[C@H](OCC1=CC=CC=C1)[C@H](O)COC1=CC=C(C=C1)OC 2,3-di-O-benzyl-5-O-(4-methoxyphenyl)-D-ribitol